CC1=CC=CC=C1C(=O)[O-] 6-methylbenzoate